N-((7R)-2-Cyano-2-azabicyclo[2.2.1]heptan-7-yl)-5-(2-((4-fluorophenyl)amino)phenyl)-1H-pyrazol-3-carboxamid C(#N)N1C2CCC(C1)[C@H]2NC(=O)C2=NNC(=C2)C2=C(C=CC=C2)NC2=CC=C(C=C2)F